ClC=1C=C(C2=C(N1)N(C=C2)C2CC1(C2)OCCO1)C(=O)OC methyl 6-chloro-1-(5,8-dioxaspiro[3.4]oct-2-yl)-1H-pyrrolo[2,3-b]pyridine-4-carboxylate